2-(4-((2,5-Dioxo-3-(4-(trifluoro-methyl)phenyl)imidazolin-1-yl)methyl)-2-(trifluoromethoxy)-phenoxy)-2-methylpropionic acid O=C1N(C(CN1C1=CC=C(C=C1)C(F)(F)F)=O)CC1=CC(=C(OC(C(=O)O)(C)C)C=C1)OC(F)(F)F